5-{4-[4-(3,5-dimethylpyridin-2-yl)piperazine-1-carbonyl]-2-ethoxyphenyl}-5-isopropylimidazolidine-2,4-dione CC=1C(=NC=C(C1)C)N1CCN(CC1)C(=O)C1=CC(=C(C=C1)C1(C(NC(N1)=O)=O)C(C)C)OCC